N-[(6-ethyl-3-piperidyl)methyl]acetamide C(C)C1CCC(CN1)CNC(C)=O